(R)-N-(5-(1,4-oxazepan-3-yl)pyridin-3-yl)-4-amino-1-(2,6-dichlorophenyl)-6-oxo-1,6-dihydropyrimidine-5-carboxamide O1C[C@H](NCCC1)C=1C=C(C=NC1)NC(=O)C1=C(N=CN(C1=O)C1=C(C=CC=C1Cl)Cl)N